(3S)-1-[(2S)-2-aminopropionyl]-N'-(7-bromo-2-quinolinyl)-N'-methylhexahydropyridazine-3-carbohydrazide hydrochloride Cl.N[C@H](C(=O)N1N[C@@H](CCC1)C(=O)NN(C)C1=NC2=CC(=CC=C2C=C1)Br)C